N1CCNCCCNCCCC1 1,4,8-triazacyclododecane